O.C(CC(O)(C(=O)O)CC(=O)O)(=O)O citric acid-hydrate